C(C)(=O)NNC([C@@H](C)NC(OC(C)(C)C)=O)=O Tert-butyl [(2R)-1-(2-acetylhydrazinyl)-1-oxopropan-2-yl]carbamate